ClC1=C(C=CC=C1)C1=CC(OC2=CC(=CC=C12)O[C@@H](C(=O)N1C[C@H](CCC1)C(=O)O)C)=O (3S)-1-[(2R)-2-[4-(2-chlorophenyl)-2-oxo-chromen-7-yl]oxypropionyl]piperidine-3-carboxylic acid